CN1CCN(CC1)CCOC(=O)C=1C=C2C(N(C(C2=CC1)=O)C=1SC(=C(C1C#N)C1=CC=C(C=C1)OC)C)=O.C(CCCCCCCCCCC)ON1CCOCC1 N-dodecyl-oxymorpholine 2-(4-methylpiperazin-1-yl)ethyl-2-(3-cyano-4-(4-methoxyphenyl)-5-methylthiophen-2-yl)-1,3-dioxoisoindoline-5-carboxylate